N-(4-(oxoarsanyl)phenyl)cyclobutanecarboxamide O=[As]C1=CC=C(C=C1)NC(=O)C1CCC1